4-(ethoxycarbonyl)oxane-4-carboxylic acid C(C)OC(=O)C1(CCOCC1)C(=O)O